N2-(6-(4-chlorophenoxy)pyridin-3-yl)-5-methyl-N4-(3-(morpholinesulfonyl)phenyl)pyrimidine-2,4-diamine ClC1=CC=C(OC2=CC=C(C=N2)NC2=NC=C(C(=N2)NC2=CC(=CC=C2)S(=O)(=O)N2CCOCC2)C)C=C1